C(=O)(OC(C)(C)C)NC1CCC(CC1)[N-]C1=CC2=CC=C(C=C2C=C1)O N-(N-Boc-4-aminocyclohexyl)-6-hydroxy-β-naphthylamide